C(C)(C)C(CO)CCC(C)C 2-isopropyl-5-methylhexan-1-ol